NC=1C=C(C2=C(NC(N2C)=O)C1)OCCC[C@H]1CN(C[C@H](C1(F)F)C)C(=O)OC(C)(C)C tert-butyl (3s,5r)-3-(3-((6-amino-3-methyl-2-oxo-2,3-dihydro-1H-benzo[d]imidazol-4-yl) oxy) propyl)-4,4-difluoro-5-methylpiperidine-1-carboxylate